2-(4-((7-(2-ethylbutyl)-7H-pyrrolo[2,3-d]pyrimidin-2-yl)amino)-1H-pyrazol-1-yl)acetamide C(C)C(CN1C=CC2=C1N=C(N=C2)NC=2C=NN(C2)CC(=O)N)CC